tert-butyl 2-((1r,3r)-3-hydroxy-2'-oxospiro[cyclobutane-1,3'-pyrrolo[2,3-b]pyridin]-1'(2'H)-yl)acetate OC1CC2(C(N(C3=NC=CC=C32)CC(=O)OC(C)(C)C)=O)C1